C(=O)=C1C(C1)[NH-] carbonyl-cyclopropylamide